1,1-dioxo-3,5-dihydro-2H-4,1λ6-benzoxathiepine-8-carboxylic acid O=S1(CCOCC2=C1C=C(C=C2)C(=O)O)=O